C(CCCCCCCCCCC)P(O)(O)(O)CCCCCCCCCCCC.C(CCCCCCCCCCC)P(O)(O)(O)CCCCCCCCCCCC.C(CCCCCCC)O[Ti](OCCCCCCCC)(OCCCCCCCC)OCCCCCCCC tetraoctyloxytitanium [di(dilauryl phosphite)]